C(C)(=O)N1CCC(CC1)N1N=CC(=C1C(=O)NC1=NC=C(C=C1C)C1=CC(=C(C(=C1)F)OC)F)Cl 1-(1-acetylpiperidin-4-yl)-4-chloro-N-(5-(3,5-difluoro-4-methoxyphenyl)-3-methylpyridin-2-yl)-1H-pyrazole-5-carboxamide